bis(di-tert-butylphosphino)palladium dichloride C(C)(C)(C)P(C(C)(C)C)[Pd](P(C(C)(C)C)C(C)(C)C)(Cl)Cl